5-((Tert-Butyldimethylsilyl)oxy)-7-((tert-Butyldiphenylsilyl)oxy)-1-(4-methoxyphenyl)heptan-3-one [Si](C)(C)(C(C)(C)C)OC(CC(CCC1=CC=C(C=C1)OC)=O)CCO[Si](C1=CC=CC=C1)(C1=CC=CC=C1)C(C)(C)C